N-(3-(cyclopropyldifluoromethyl)phenyl)-1-(5-(difluoromethoxy)pyridin-2-yl)-3-methyl-5-oxo-4,5-dihydro-1H-pyrazole-4-carboxamide C1(CC1)C(C=1C=C(C=CC1)NC(=O)C1C(=NN(C1=O)C1=NC=C(C=C1)OC(F)F)C)(F)F